4,4'-oxybis(3,5-bis(phenylethynyl)aniline) O(C1=C(C=C(N)C=C1C#CC1=CC=CC=C1)C#CC1=CC=CC=C1)C1=C(C=C(N)C=C1C#CC1=CC=CC=C1)C#CC1=CC=CC=C1